6-((R)-3-(2,3-difluorophenyl)isoxazolidin-2-yl)-N-(4-(4-(3-ethyl-3,6-diazabicyclo[3.1.1]heptan-6-yl)piperidin-1-yl)-2-methoxy-phenyl)pyrimidin-4-amine FC1=C(C=CC=C1F)[C@@H]1N(OCC1)C1=CC(=NC=N1)NC1=C(C=C(C=C1)N1CCC(CC1)N1C2CN(CC1C2)CC)OC